Methyl 3-((2-((S)-2,2-dicyclopropyl-1-(1-ethyl-1H-pyrazole-5-carboxamido)ethyl)imidazo[1,2-b]pyridazin-6-yl)methyl)-5-hydroxy-2-oxopiperidine-3-carboxylate C1(CC1)C([C@H](NC(=O)C1=CC=NN1CC)C=1N=C2N(N=C(C=C2)CC2(C(NCC(C2)O)=O)C(=O)OC)C1)C1CC1